COC(=O)C=1C(N(C=2CN(CCC2C1OS(=O)(=O)C1=CC=C(C)C=C1)CC1=CC=CC=C1)CC1=CC=C(C=C1)OC)=O 7-benzyl-1-(4-methoxybenzyl)-2-oxo-4-(tosyloxy)-1,2,5,6,7,8-hexahydro-1,7-naphthyridine-3-carboxylic acid methyl ester